chlorobenzyl-O-ethoxyguanosine Cl[C@@]1([C@@](O[C@@H]([C@H]1O)CO)(N1C=NC=2C(=O)NC(N)=NC12)CC1=CC=CC=C1)OOCC